pyridinylazide N1=C(C=CC=C1)N=[N+]=[N-]